5-(4-methylphenyl)-1,3,4-oxadiazole-2-carboxylic acid methyl ester COC(=O)C=1OC(=NN1)C1=CC=C(C=C1)C